C(C)(=O)N=S1(CCN(CC1)C(=O)N(C1=CC(=C(C=C1)F)F)CC1=NC=C(C=C1)C=1OC(=NN1)C(F)F)=O 1-(acetylimino)-N-((5-(5-(difluoromethyl)-1,3,4-oxadiazol-2-yl)pyridin-2-yl)methyl)-N-(3,4-difluorophenyl)thiomorpholin-4-carboxamide 1-oxide